1,2-diamino-3-(bis(4-methoxybenzyl)amino)-5-bromopyrazin-1-ium N[N+]1=C(C(=NC(=C1)Br)N(CC1=CC=C(C=C1)OC)CC1=CC=C(C=C1)OC)N